COC1=C2O[C@@]3(CC[C@H](C([C@H]3CC2=CC(=C1)\C=C\C1=CC(=C(C(=C1)OCCCC#C)CC=C(C)C)OCCCC#C)(C)C)O)C (2R,4aR,9aR)-5-methoxy-1,1,4a-trimethyl-7-((E)-4-(3-methylbut-2-en-1-yl)-3,5-bis(pent-4-yn-1-yloxy)styryl)-2,3,4,4a,9,9a-hexahydro-1H-xanthen-2-ol